C(C)(=O)C=1C2=C(C=NN1)C=1N(CC2C)N=C(C1)C12CC(C1)(C2)C(=O)OC methyl 3-(4-acetyl-5-methyl-5,6-dihydropyrazolo[1',5':1,2]pyrido[3,4-d]pyridazin-9-yl)bicyclo[1.1.1]pentane-1-carboxylate